6-[2-[tert-Butyl(diphenyl)silyl]oxy-1-methyl-ethyl]furo[2,3-b]pyrazine-2-carbaldehyde [Si](C1=CC=CC=C1)(C1=CC=CC=C1)(C(C)(C)C)OCC(C)C1=CC=2C(=NC=C(N2)C=O)O1